tert-butyl 4-(3-cyano-2-((1-methylpiperidin-4-yl)amino)-5,6,7,8-tetrahydro-1,7-naphthyridin-4-yl)piperazine-1-carboxylate C(#N)C=1C(=NC=2CNCCC2C1N1CCN(CC1)C(=O)OC(C)(C)C)NC1CCN(CC1)C